1-(4-nitrophenyl)tetrahydropyrrole [N+](=O)([O-])C1=CC=C(C=C1)N1CCCC1